ClC1=CC2=C(N(C(N=C2N2[C@H](CN(CC2)C(C=C)=O)C)=O)C2=C(C=CC=C2CC)CC)N=C1C1COC1 6-chloro-1-(2,6-diethylphenyl)-4-((2S)-2-methyl-4-(2-propenoyl)-1-piperazinyl)-7-(3-oxetanyl)pyrido[2,3-d]pyrimidin-2(1H)-one